FC1=CC=C(C=C1)C1=CN=CC=2N=C(N=C(C21)N)C2=CC=NC=C2 (4-fluorophenyl)-2-(pyridin-4-yl)pyrido[3,4-d]pyrimidin-4-amine